ClC=1C=CC(=C(C1)C1=CC(=C(N=N1)C)NC1=CC(=NC=C1)NC(=O)CCN1C(CNCC1)CC(=O)OC)F Methyl 2-(1-{2-[(4-{[6-(5-Chloro-2-Fluorophenyl)-3-Methylpyridazin-4-yl]Amino}Pyridin-2-yl)Carbamoyl]Ethyl}Piperazin-2-yl)Acetat